(3Z)-6-iodo-3-hexenylheptyloxymethyl ether IC(CCC(CCOCOCOCCC(CCC(C)I)C=CCCCC)C=CCCCC)C